N[C@@H]1CN(CCC1)C(=O)OC(C)(C)C tertbutyl (3S)-3-aminopiperidine-1-carboxylate